C1(=CC=CC=C1)CCC(=O)NNC(=O)C1=CC=C(C=C1)NC(CC)=O N-(4-{[2-(3-phenylpropanoyl)hydrazino]carbonyl}phenyl)propanamide